1-[[2-(hydroxymethyl)-6-(trifluoromethyl)imidazo[2,1-b][1,3,4]-thiadiazol-5-yl]methyl]-3-[(1R,2R)-2-(trifluoromethyl)cyclopropyl]-2H-pyrrol-5-one OCC1=NN2C(S1)=NC(=C2CN2CC(=CC2=O)[C@H]2[C@@H](C2)C(F)(F)F)C(F)(F)F